C[C@]12CC3(CC(C[C@@](C1)(C3)C)C2)NC(NC2=C(C=C(C(=O)N3CC(CCC3)C(=O)O)C=C2)F)=O 1-(4-(3-((1r,3R,5S,7r)-3,5-dimethyladamantan-1-yl)ureido)-3-fluorobenzoyl)piperidine-3-carboxylic acid